ClC1=CC=C(C=C1)CCC(C)N 4-(4-chlorophenyl)-butan-2-amine